7-(7-chloro-1-benzofuran-5-yl)-N-[(2,4-dimethoxyphenyl)methyl]Cinnolin-4-amine ClC1=CC(=CC=2C=COC21)C2=CC=C1C(=CN=NC1=C2)NCC2=C(C=C(C=C2)OC)OC